1-[5-tert-butyl-2-p-tolyl-2H-pyrazol-3-yl]-3-[4-(2-benzimidazol-1-yl-ethoxy)naphthalen-1-yl]-urea C(C)(C)(C)C=1C=C(N(N1)C1=CC=C(C=C1)C)NC(=O)NC1=CC=C(C2=CC=CC=C12)OCCN1C=NC2=C1C=CC=C2